N1=NC=CC2=CC(=CC=C12)C1=CNC=2N=C(N=C(C21)OC)NC2CCN(CC2)C(C)=O 1-(4-((5-(cinnolin-6-yl)-4-methoxy-7H-pyrrolo[2,3-d]pyrimidin-2-yl)amino)piperidin-1-yl)ethan-1-one